OC1(CCN(CC1)C(C[C@@H](C)C1=CC=CC=C1)=O)CN1C=NC=2C(C1=O)=NSC2C=2C=C1CCC(C1=CC2)N(C(OC(C)(C)C)=O)C tert-butyl N-(5-(6-((4-hydroxy-1-((R)-3-phenylbutyryl) piperidin-4-yl) methyl)-7-oxo-6,7-dihydroisothiazolo[4,3-d]pyrimidin-3-yl)-2,3-dihydro-1H-inden-1-yl)-N-methylcarbamate